DIAMINOCYCLOHEXANE C1CCC(C(C1)N)N